(+)-1-methyl-4-(2,4,6-trimethoxyphenyl)piperidine-3-ol CN1CC(C(CC1)C1=C(C=C(C=C1OC)OC)OC)O